5-((6-(2-fluoro-3-hydroxyphenyl)pyridin-2-yl)oxy)-1,3-dihydro-2H-benzo[d]imidazol-2-one FC1=C(C=CC=C1O)C1=CC=CC(=N1)OC1=CC2=C(NC(N2)=O)C=C1